5-chloro-7-methyl-12-oxa-3-thia-6-azatricyclo[6.4.1.04,13]trideca-1,4(13),5,7,9-pentaene ClC=1C=2SC=C3OCC=CC(=C(N1)C)C32